The molecule is an organic heterotetracyclic compound that is 11,12-dihydro-2H,6H,10H-dipyrano[2,3-f:2',3'-h]chromen-2-one substituted by a hydroxy group at position 12, methyl groups at positions 6, 6, 10 and 11 and a propyl group at position 4 (the 10R,11S,12S stereoisomer). Isolated from Calophyllum lanigerum var austrocoriaceum and Calophyllum brasiliense, it exhibits potent activity against HIV-1 reverse transcriptase. It has a role as a HIV-1 reverse transcriptase inhibitor and a plant metabolite. It is an organic heterotetracyclic compound, a delta-lactone, a cyclic ether and a secondary alcohol. CCCC1=CC(=O)OC2=C1C3=C(C=CC(O3)(C)C)C4=C2[C@H]([C@@H]([C@H](O4)C)C)O